BrC=1C=C(C=CC1Cl)N\N=C(\C(=O)OCC)/CC Ethyl (E)-2-(2-(3-bromo-4-chlorophenyl)hydrazineylidene)butanoate